ethyl (E)-2-(2-acetoxy-2-(3-fluorophenyl)acetyl)-3-(methylamino)but-2-enoate C(C)(=O)OC(C(=O)/C(/C(=O)OCC)=C(/C)\NC)C1=CC(=CC=C1)F